OC(CN(CCCC(=O)OCCN1CCN(CC1)CCSSCCCCN(CC(CCCCCC\C=C/C\C=C/CCCCC)O)CC(CCCCCC\C=C/C\C=C/CCCCC)O)CC(CCCCCCCC)O)CCCCCCCC 2-(4-(2-((4-(Bis((9Z,12Z)-2-hydroxyoctadeca-9,12-dien-1-yl)amino)butyl)disulfaneyl)ethyl)piperazin-1-yl)ethyl 4-(bis(2-hydroxydecyl)amino)butanoate